tert-butyl (12aR)-9-(2-chloro-6-hydroxyphenyl)-7-[2-(dimethylamino) ethoxy]-10-fluoro-3,4,12,12a-tetrahydro-6H-pyrazino[2,1-c][1,4]benzooxazepine-2(1H)-carboxylate ClC1=C(C(=CC=C1)O)C1=C(C2=C(CN3[C@@H](CO2)CN(CC3)C(=O)OC(C)(C)C)C(=C1)OCCN(C)C)F